CC(=CCN)C 3-methylbut-2-ene-1-amine